C(C)C=1C2=C(N(C1)C(=O)OC(C)(C)C)C=C(S2)C(=O)OCC 4-(tert-butyl) 2-ethyl 6-ethyl-4H-thieno[3,2-b]pyrrole-2,4-dicarboxylate